C(C)(C)(C)OC(N(C=1C=C(C=C(C1)C)C1=CC=CC=C1)CC1=NC=C(C(=C1C)OC)C)=O ((4-methoxy-3,5-dimethylpyridin-2-yl)methyl)(5-methyl-[1,1'-biphenyl]-3-yl)carbamic acid tert-butyl ester